2-(5-Amino-2-methylanilino)-4-(3-pyridyl)pyrimidine NC=1C=CC(=C(NC2=NC=CC(=N2)C=2C=NC=CC2)C1)C